Methyl 2-[4-(5-amino-4-cyano-1-isopropylpyrazol-3-yl)-2,3-difluorophenyl]propanoate NC1=C(C(=NN1C(C)C)C1=C(C(=C(C=C1)C(C(=O)OC)C)F)F)C#N